6,6-dimethyl-2-(methylsulfonyl)-8-(2-(6-(trifluoromethyl)imidazo[1,2-a]pyridin-3-yl)pyrimidin-4-yl)-5-oxa-2,8-diazaspiro[3.5]nonane CC1(OC2(CN(C2)S(=O)(=O)C)CN(C1)C1=NC(=NC=C1)C1=CN=C2N1C=C(C=C2)C(F)(F)F)C